(((1s,3s)-3-isopropoxycyclobutoxy)methyl)benzene C(C)(C)OC1CC(C1)OCC1=CC=CC=C1